C1(CC1)C=1N=C(SC1)CNC(=O)C1CCN(CC1)C(=O)C1=NNC(=C1)C1=CC=NC=C1 N-[(4-cyclopropyl-1,3-thiazol-2-yl)methyl]-1-[5-(pyridin-4-yl)-1H-pyrazole-3-carbonyl]piperidine-4-carboxamide